methyl N-methyl-N-(6-(3-methylphenethyl)-4-phenylquinolin-2-yl)glycinate CN(CC(=O)OC)C1=NC2=CC=C(C=C2C(=C1)C1=CC=CC=C1)CCC1=CC(=CC=C1)C